N1CCC(CC1)NC1=NC(=NC=C1)C#N 4-(piperidin-4-ylamino)pyrimidine-2-carbonitrile